3-(2'-benzimidazolyl)-7-diethylaminocoumarin CCN(CC)C1=CC2=C(C=C1)C=C(C(=O)O2)N3C=NC4=CC=CC=C43